ethyl 3-(((2S,3R)-3-(3,3-difluorobutyl)-5-(4,4-difluorocyclohexyl)-2-fluoro-1,1-dioxido-7-(trifluoromethyl)-2,3,4,5-tetrahydrobenzo[b][1,4]thiazepin-8-yl)oxy)-2,2-dimethylpropanoate FC(CC[C@@H]1CN(C2=C(S([C@@H]1F)(=O)=O)C=C(C(=C2)C(F)(F)F)OCC(C(=O)OCC)(C)C)C2CCC(CC2)(F)F)(C)F